2-((1-(2-(3-carbamoyl-3-methylazetidin-1-yl)-6-methyl-4-oxo-4H-chromen-8-yl)ethyl)amino)benzoic acid C(N)(=O)C1(CN(C1)C=1OC2=C(C=C(C=C2C(C1)=O)C)C(C)NC1=C(C(=O)O)C=CC=C1)C